ClC=1SC(=CC1S(=O)(=O)NC1=C(N=C(S1)C)C(=O)O)Cl 5-[(2,5-dichlorothiophen-3-yl)sulfonylamino]-2-methyl-1,3-thiazole-4-carboxylic acid